C(C)OCCCCCCCCCCCCN ethoxylaurylamine